(1-isopropyl-1H-imidazol-4-yl)[(1R,5S,6r)-6-(4-methoxy-5,5-dimethyl-4,5-dihydro-1,2-oxazol-3-yl)-3-azabicyclo[3.1.0]hex-3-yl]methanone methyl-2-chloro-5-(trifluoromethyl)nicotinate COC(C1=C(N=CC(=C1)C(F)(F)F)Cl)=O.C(C)(C)N1C=NC(=C1)C(=O)N1C[C@H]2C([C@H]2C1)C1=NOC(C1OC)(C)C